BrC=1C=CC(=NC1)C(F)(F)F 5-bromo-2-trifluoromethylpyridine